NC(CCCCCCCCCCOC(C(=C)C)=O)CCCCCCCC 2-methyl-acrylic acid-11-aminonondecyl ester